(S)-6-(2-(fluoromethyl)piperidin-1-yl)quinoline-4-carboxylic acid FC[C@H]1N(CCCC1)C=1C=C2C(=CC=NC2=CC1)C(=O)O